BrC=1C=CC2=C(C(=NC(C=3N2N=C(N3)C(=O)O)C)C3=NC=CC=C3F)C1Cl 8-bromo-7-chloro-6-(3-fluoro-2-pyridinyl)-4-methyl-4H-[1,2,4]triazolo[1,5-a][1,4]benzodiazepine-2-Formic acid